C(N)(=O)C=1C=C(OCC2CCC(CC2)C(=O)OC)C=CC1C methyl (1r,4r)-4-((3-carbamoyl-4-methylphenoxy)methyl)cyclohexane-1-carboxylate